COC(=O)C1=C(NC(=C(C1C1=CC=C(C=C1)OC)C(=O)OC)C)CBr 2-bromomethyl-6-methyl-4-(4-methoxyphenyl)-1,4-dihydropyridine-3,5-dicarboxylic acid dimethyl ester